(E)-1-(2-bromoethoxy)-4-(1-(4-chlorophenyl)-2-phenylbut-1-en-1-yl)benzene BrCCOC1=CC=C(C=C1)/C(=C(/CC)\C1=CC=CC=C1)/C1=CC=C(C=C1)Cl